C(#N)C1CC2(C1)C[C@H](N(CC2)CC2=C1C=CNC1=C(C=C2OC)C)C2=CC=C(C(=O)NCC=1SC=CN1)C=C2 4-((2R,4s,6S)-2-cyano-7-((5-methoxy-7-methyl-1H-indol-4-yl)methyl)-7-azaspiro[3.5]nonan-6-yl)-N-(thiazol-2-ylmethyl)benzamide